FC1=C2C=NN(C2=CC(=C1)NC([C@H](CO)NC(OC(C)(C)C)=O)=O)C=1C=C(C=CC1)C (S)-tert-butyl (1-((4-fluoro-1-(m-tolyl)-1H-indazol-6-yl)amino)-3-hydroxy-1-oxopropan-2-yl)carbamate